CN(C1=CC=C(C=C2C(C(CCC2)=CC2=CC=C(C=C2)N(C)C)=O)C=C1)C 2,6-bis(4-dimethylaminobenzylidene)cyclohexanone